ClC1=C(C=C(C(=C1)[N+](=O)[O-])CC(=O)OC)C1CN(C1)C(=O)OC(C)(C)C tert-butyl 3-[2-chloro-5-(2-methoxy-2-oxoethyl)-4-nitrophenyl]azetidine-1-carboxylate